2-(4-(2-((5-(1,3-dimethyl-1H-pyrazol-4-yl)benzo[d]thiazol-2-yl)amino)-2-oxoethyl)-2-fluorophenoxy)pyridine-3-carboxamide CN1N=C(C(=C1)C=1C=CC2=C(N=C(S2)NC(CC2=CC(=C(OC3=NC=CC=C3C(=O)N)C=C2)F)=O)C1)C